C1(=CC=CC=C1)C(C1=CC=CC=C1)=NC(C#N)CC1=CC(=C(C=C1)C=1C=CC2=C(N(C(O2)=O)C)C1)F 2-((diphenylmethylene)amino)-3-(3-fluoro-4-(3-methyl-2-oxo-2,3-dihydrobenzo[d]oxazol-5-yl)phenyl)propanenitrile